OC(CCO)O 1,3-dihydroxypropanol